(S)-ethyl 5-(trifluoromethyl)-6,7-dihydro-5H-pyrrolo[1,2-b][1,2,4]triazole-2-carboxylate FC([C@@H]1CCC=2N1N=C(N2)C(=O)OCC)(F)F